C(C1=CC=CC=C1)OC1=C(C=C2C(=NC=NC2=C1)C1=CC=C(N)C=C1)OC 4-(7-(benzyloxy)-6-methoxyquinazolin-4-yl)aniline